[W]=[Se].[Au] gold-tungsten selenide